1-((5R,6R)-5-hydroxy-6-((R)-5H-imidazo[5,1-a]isoindol-5-yl)-2-azaspiro[3.4]octan-2-yl)ethan-1-one O[C@H]1C2(CN(C2)C(C)=O)CC[C@@H]1[C@H]1N2C(C3=CC=CC=C13)=CN=C2